C(C1=CC=CC=C1)C(COC)(COC)C(C)C 2-benzyl-2-isopropyl-1,3-dimethoxypropane